C(C)(=O)N1S(C2=C(C=CC=C2F)C12C(N(C(C2)=O)C)=O)(=O)=O 2-acetyl-7-fluoro-1'-methyl-2H-spiro[benzo[d]isothiazole-3,3'-pyrrolidine]-2',5'-dione 1,1-dioxide